C(C1=CC=CC=C1)(=O)OCC1CCC(CC1)COC(C1=CC=CC=C1)=O 1,4-cyclohexanedimethanol dibenzoate